ethyl 2-((1-(2,2-dimethyl-4,6-dioxo-1,3-dioxan-5-ylidene)ethyl)amino)-5-methoxybenzoate CC1(OC(C(C(O1)=O)=C(C)NC1=C(C(=O)OCC)C=C(C=C1)OC)=O)C